NCC=1N=CC(=NC1)N1C(NC(CC1)=O)=O 1-(5-(Aminomethyl)pyrazin-2-yl)dihydropyrimidine-2,4(1H,3H)-dione